2-(phenylthio)pyridine-N-oxide C1(=CC=CC=C1)SC1=[N+](C=CC=C1)[O-]